CC1=CC=C(C=C1)S(=O)(=O)OC1=C(C=CC=C1)NC(=O)NC1=CC(=CC=C1)OS(=O)(=O)C1=CC=CC=C1 N-[2-(p-toluenesulfonyloxy)phenyl]-N'-[3-(phenylsulfonyloxy)phenyl]urea